FC(C1=NC2=CC=CC=C2C(=C1)NC1CCC(CC1)NC(=O)C=1C=CC2=C(N=CS2)C1)(F)F N-[(1s,4s)-4-{[2-(trifluoromethyl)quinolin-4-yl]amino}cyclohexyl]-1,3-benzothiazole-5-carboxamide